(3-(4-(2-(2,6-dioxopiperidin-3-yl)-1-oxoisoindolin-5-yl)piperazin-1-yl)propyl)carbamic acid Tert-butyl ester C(C)(C)(C)OC(NCCCN1CCN(CC1)C=1C=C2CN(C(C2=CC1)=O)C1C(NC(CC1)=O)=O)=O